(R)-3-Amino-1-(2-((6-Amino-9H-purin-9-yl)methyl)-5-(thiophen-2-yl)-3-(trifluoromethyl)phenyl)-N-cyclopropylpyrrolidin-3-carboxamid N[C@]1(CN(CC1)C1=C(C(=CC(=C1)C=1SC=CC1)C(F)(F)F)CN1C2=NC=NC(=C2N=C1)N)C(=O)NC1CC1